C1(=CC=CC=C1)C1=CC2=C(SC3=C2C=C(C=C3)C3=CC=CC=C3)C(=C1)C=1C=C(C=CC1)C1=CC(=CC=C1)C1=CN=C3C(=N1)OC1=C3C=3C=CC=CC3C=C1 9-[3'-(2,8-diphenyldibenzothiophen-4-yl)biphenyl-3-yl]naphtho[1',2':4,5]furo[2,3-b]pyrazine